2-[4-(Dimethylamino)styryl]-1-ethylpyridinium iodide [I-].CN(C1=CC=C(C=CC2=[N+](C=CC=C2)CC)C=C1)C